6-methoxy-2-(pyridin-3-yl)-3-(thiophen-2-yl)-1H-inden-1-one COC1=CC=C2C(=C(C(C2=C1)=O)C=1C=NC=CC1)C=1SC=CC1